1-(3-(1-aminoethyl)-4-fluorophenyl)-1,1-difluoro-2-methylpropan-2-ol hydrochloride Cl.NC(C)C=1C=C(C=CC1F)C(C(C)(O)C)(F)F